4-[4-(3-Hydroxyphenyl)naphthalene-1-carbonyl]piperazin OC=1C=C(C=CC1)C1=CC=C(C2=CC=CC=C12)C(=O)N1CCNCC1